methyl 2-(5-bromo-4-methyl-2-oxopyridin-1(2H)-yl)-4-methylpentanoate BrC=1C(=CC(N(C1)C(C(=O)OC)CC(C)C)=O)C